(S)-6-methoxy-N-(pyrrolidin-3-yl)benzofuran-3-carboxamide COC1=CC2=C(C(=CO2)C(=O)N[C@@H]2CNCC2)C=C1